N-(5-allyl-4,4-dimethyl-7-(trifluoromethyl)-4,5-dihydrothiazolo[5,4-c]quinolin-2-yl)-4,6-dimethoxypyrimidine-5-carboxamide C(C=C)N1C(C2=C(C=3C=CC(=CC13)C(F)(F)F)N=C(S2)NC(=O)C=2C(=NC=NC2OC)OC)(C)C